Br.Br.C(C=CC)(=O)N 2-butenamide dihydrobromide